4,5,6-Trifluoroisophthalonitrile FC1=C(C=C(C#N)C(=C1F)F)C#N